NC=1C=CC(N(N1)[C@H](C)CC)=O |o1:7| (R or S)-6-amino-2-(sec-butyl)pyridazin-3(2H)-one